CC1(COC2=NC(=CC=C21)CN(C(=O)C2(CC2)C2=CC=C1C(NN=C(C1=C2)CNC(OC(C)(C)C)=O)=O)C2CCCC=1C=CC=NC21)C tert-butyl ((7-(1-(((3,3-dimethyl-2,3-dihydrofuro[2,3-b]pyridin-6-yl)methyl)(5,6,7,8-tetrahydroquinolin-8-yl)carbamoyl)cyclopropyl)-4-oxo-3,4-dihydrophthalazin-1-yl)methyl)carbamate